β-Fenchene C[C@]12C[C@H](C=C1)C(C2)(C)C